methyl 5-fluoro-2-(pyrimidin-5-yloxy)benzoate FC=1C=CC(=C(C(=O)OC)C1)OC=1C=NC=NC1